COC1=C(C=CC(=C1)C=1OC2=CC(=CC=C2C(C1)=O)O)[O-] 2-methoxy-4-(7-hydroxy-4-oxo-4H-chromen-2-yl)phenolate